[Na].C1CCC2=C(C=3CCCC3C=C12)NC(NS(N(C1CCN(CC1)CC(F)(F)F)C=1C=NN(C1)C)(=O)=O)=O 3-(1,2,3,5,6,7-hexahydro-s-indacen-4-yl)-1-[(1-methyl-1H-pyrazol-4-yl)[1-(2,2,2-trifluoroethyl)piperidin-4-yl]sulfamoyl]urea Sodium Salt